1-glyceryl caprate O(C(=O)CCCCCCCCC)CC(O)CO